6-naphthalenesulfonic acid C1=CC=CC2=CC(=CC=C12)S(=O)(=O)O